6-(1-(2-morpholinoethyl)-1H-pyrazol-4-yl)pyrazolo[1,5-a]pyridine-3-carbonitrile O1CCN(CC1)CCN1N=CC(=C1)C=1C=CC=2N(C1)N=CC2C#N